COC(CCNC=1N=[N+](C2=C([N+]1[O-])C=CC=C2)[O-])=O 3-((3-methoxy-3-oxopropyl)amino)benzo[e][1,2,4]Triazine-1,4-dioxide